(4R)-4-(3-chloro-2-fluorophenyl)-5-fluoro-6-({1-[(1S,2S)-2-fluorocyclopropane-1-carbonyl]azetidin-3-yl}amino)-4-methyl-1-oxo-3,4-dihydro-2,7-naphthyridin ClC=1C(=C(C=CC1)[C@]1(CNC(C2=CN=C(C(=C12)F)NC1CN(C1)C(=O)[C@H]1[C@H](C1)F)=O)C)F